CS(=O)(=O)NC(=O)C=1C=CC2=C(N(C=N2)C[C@H]2OCC2)C1 N-(methylsulfonyl)-1-(((S)-oxetan-2-yl)methyl)-1H-benzo[d]imidazole-6-carboxamide